N(=[N+]=[N-])C=1C=C(C=C2C(NC3=CC=C(C=C23)F)=O)C=CC1 3-(3-azidobenzylidene)-5-fluoroindolin-2-one